C1(CCCC1)C=C(C(=O)OCC)C(=O)OCC diethyl (cyclopentylmethylene)malonate